FC(CN(C1=NC2=C(C=3C=CC=C(C13)F)N(N=N2)C)C2=CC(=NC=C2)C#CC2(CC2)C)F N-(2,2-difluoroethyl)-6-fluoro-1-methyl-N-(2-((1-methylcyclopropyl)ethynyl)pyridin-4-yl)-1H-[1,2,3]triazolo[4,5-c]isoquinolin-5-amine